1-methyl-3-propyl-5H,7H-pyrazolo[3,4-d]pyrimidine-4,6-dione CN1N=C(C2=C1NC(NC2=O)=O)CCC